(3-fluoropropyl) (trifluoromethyl) sulfate S(=O)(=O)(OCCCF)OC(F)(F)F